ClC=1C=C(C=CC1C=1N=C2N(C=CC(=C2)C)C1C[C@H]1CNCCO1)N1C(CCC1)=O (S)-1-(3-chloro-4-(7-methyl-3-(morpholin-2-ylmethyl)imidazo[1,2-a]pyridin-2-yl)phenyl)pyrrolidin-2-one